C(C)OC(=O)N1C(=C(C2=CC(=CC=C12)C1CCN(CC1)CC(=O)N)C(C)C)C=1C(=C(C=2N(C1)N=CN2)C)C 5-(1-(2-amino-2-oxoethyl)piperidin-4-yl)-2-(7,8-dimethyl-[1,2,4]triazolo[1,5-a]pyridin-6-yl)-3-isopropyl-1H-indole-1-carboxylic acid ethyl ester